2-((3-bromobenzyl)oxy)pyridine platinum ruthenium tin nickel [Ni].[Sn].[Ru].[Pt].BrC=1C=C(COC2=NC=CC=C2)C=CC1